6-METHOXY-3-METHYLPYRIDINE-2-CARBALDEHYDE COC1=CC=C(C(=N1)C=O)C